CS(=O)(=O)C=1C=CC=C2CNC(C12)=O 7-(methylsulfonyl)isoindolin-1-one